(S)-2-(4-bromo-3-fluorophenyl)-1-(4-((5R,7R)-7-hydroxy-5-methyl-6,7-dihydro-5H-cyclopenta[d]pyrimidin-4-yl)piperazin-1-yl)-3-(isopropylamino)propan-1-one BrC1=C(C=C(C=C1)[C@H](C(=O)N1CCN(CC1)C=1C2=C(N=CN1)[C@@H](C[C@H]2C)O)CNC(C)C)F